[K+].[K+].N[C@H](C(N[C@H](C(NCCNC(C(CC1=CC=CC=C1)=O)=O)=O)CS(=O)(=O)[O-])=O)CS(=O)(=O)O.N[C@H](C(N[C@H](C(NCCNC(C(CC1=CC=CC=C1)=O)=O)=O)CS(=O)(=O)[O-])=O)CS(=O)(=O)O (9R,12R)-12-amino-3,8,11-trioxo-1-phenyl-9-(sulfonatomethyl)-2-oxo-4,7,10-triazatridecane-13-sulfonic acid dipotassium